C/C(=C/C=O)/CCC=C(C)C Z-3,7-dimethyl-2,6-octadiene-1-aldehyde